tert-Butyl (4S)-4-(5-hydroxy-1-isopropoxy-pentyl)-2,2-dimethyl-oxazolidine-3-carboxylate OCCCCC(OC(C)C)[C@H]1N(C(OC1)(C)C)C(=O)OC(C)(C)C